C(C)(C)(C)OC(=O)N[C@@H](C(=O)OC)CCCCN1CCCCC1 Methyl (R)-2-((tert-butoxycarbonyl)amino)-6-(piperidin-1-yl)hexanoate